tert-butyl (3-(3-phenylureido)propyl)carbamate C1(=CC=CC=C1)NC(NCCCNC(OC(C)(C)C)=O)=O